N-((4-((5-((3S,4S)-4-amino-3-methyl-2-oxa-8-azaspiro[4.5]decan-8-yl)pyrazin-2-yl)thio)-3-chloropyridin-2-yl)carbamoyl)-2-fluorobenzenesulfonamide N[C@@H]1[C@@H](OCC12CCN(CC2)C=2N=CC(=NC2)SC2=C(C(=NC=C2)NC(=O)NS(=O)(=O)C2=C(C=CC=C2)F)Cl)C